ClC=1C=C(C=CC1OC1CC1)[C@H]([C@@H](CN1CCCC1)NC(=O)[C@H]1CN(CC1)C1=CC=C(C=C1)Cl)O (R)-N-((1R,2R)-1-(3-chloro-4-cyclopropoxyphenyl)-1-hydroxy-3-(pyrrolidin-1-yl)propan-2-yl)-1-(4-chlorophenyl)pyrrolidine-3-carboxamide